BrC1=CC=C(C=C1)N(C1=CC=C(C=C1)C1=CC=C(C=C1)C(C)(C)C)C1=CC=C(C=C1)C1=CC=C(C=C1)C(C)(C)C N-(4-bromophenyl)-4-(4-tert-butylphenyl)-N-[4-(4-tert-butylphenyl)phenyl]aniline